1,2-bis[(di-tert-butylphosphino)methyl]-benzene C(C)(C)(C)P(C(C)(C)C)CC1=C(C=CC=C1)CP(C(C)(C)C)C(C)(C)C